OB1OCC(C1)C=1C=C(C=CC1)C=1C(=C(C(=CC1)OC)OC)C#N 3'-(2-Hydroxy-1,2-oxaborolan-4-yl)-3,4-dimethoxy-[1,1'-biphenyl]-2-carbonitril